trimethyl-(ethyl)oxysilane C[Si](OCC)(C)C